[Ce].[Mn] manganese-cerium salt